(4-(3-(Trifluoromethoxy)pyridin-2-yl)phenyl)methylamine FC(OC=1C(=NC=CC1)C1=CC=C(C=C1)CN)(F)F